C(C1=CC=CC=C1)[C@@H]1NC([C@@H](NC1=O)CCCCN1C(C2=CC=CC=3C2=C(C1=O)C=CC3N(CC3=NC=CC=C3)CC3=NC=CC=C3)=O)=O 2-(4-((2S,5S)-5-benzyl-3,6-dioxopiperazin-2-yl)butyl)-6-(bis(pyridin-2-ylmethyl)amino)-1H-benzo[de]isoquinoline-1,3(2H)-dione